C1(=CCCCC1)C=1C(=NN(C1N)CC1=CC=C(C=C1)OC)C1=CC=CC=C1 4-cyclohexenyl-1-(4-methoxybenzyl)-3-phenyl-1H-pyrazol-5-amine